((R)-2-(((2R,3S,4R,5R)-5-(6-chloro-4-(spiro[3.3]heptan-2-ylamino)-1H-pyrazolo[3,4-d]pyrimidin-1-yl)-3,4-dihydroxytetrahydrofuran-2-yl)methoxy)-1-hydroxypropan-2-yl)phosphonic acid ClC1=NC(=C2C(=N1)N(N=C2)[C@H]2[C@@H]([C@@H]([C@H](O2)CO[C@](CO)(C)P(O)(O)=O)O)O)NC2CC1(C2)CCC1